FC(OC1=CC(=NN1)NC1=CN=C2C(=N1)NN=C2)F 6-((5-(difluoromethoxy)-1H-pyrazol-3-yl)amino)-1H-pyrazolo[3,4-b]pyrazin